C1(=CC=CC=C1)C(N1C=NC(=C1)C1CC1)(C1=CC=CC=C1)C1=CC=CC=C1 2-[1-(triphenylmethyl)-1H-imidazol-4-yl]cyclopropane